(R)-2-(4-(benzo[d]thiazol-7-yl)phenyl)-2-(3-(2-ethynylthiazol-4-yl)ureido)-N-methyl-ethane-1-sulfonamide S1C=NC2=C1C(=CC=C2)C2=CC=C(C=C2)[C@H](CS(=O)(=O)NC)NC(=O)NC=2N=C(SC2)C#C